(2-amino-3-(3-((6-((6-fluoropyridin-2-yl)methoxy)pyridin-3-yl)methyl)isoxazol-5-yl)pyridin-1-ium-1-yl)methyl hydrogen phosphate P(=O)(OC[N+]1=C(C(=CC=C1)C1=CC(=NO1)CC=1C=NC(=CC1)OCC1=NC(=CC=C1)F)N)(O)[O-]